OC=1C=C2CC[C@@H]([C@@H](C2=CC1)C1=CC=C(C=C1)N1CCC(CC1)C=O)C1=CC=CC=C1 1-[4-[(1R,2S)-6-hydroxy-2-phenyl-tetrahydronaphthalen-1-yl]phenyl]piperidine-4-carbaldehyde